COC=1C=C(C=CC1OC)C1=CC=CC=C1 3',4'-dimethoxy-[1,1'-biphenyl]